C(C(C)C)S(=O)(=O)C1=C(OC2=C(C=C(C=C2)C2=NOC(=N2)CN2C(N(C3(C2=O)CCN(CC3)C(=O)OC(C)(C)C)CCN3CCOCC3)=O)C(F)(F)F)C=CC=C1 tert-butyl 3-((3-(4-(2-(isobutylsulfonyl)phenoxy)-3-(trifluoromethyl)phenyl)-1,2,4-oxadiazol-5-yl)methyl)-1-(2-morpholinoethyl)-2,4-dioxo-1,3,8-triazaspiro[4.5]decane-8-carboxylate